[N+](=O)([O-])C1=C(C=CC(=C1)[N+](=O)[O-])NN=C formaldehyde 2,4-dinitrophenyl hydrazone